BrC1=C(C(=CC=C1Cl)[N+](=O)[O-])N1C[C@@H](N(CC1)C(=O)O)CO (2R)-4-(2-bromo-3-chloro-6-nitrophenyl)-2-(hydroxymethyl)piperazine-1-carboxylic acid